Cl.N=1ON=C2C1C=CC(=C2)COC2=C(C=C(C(=C2)OCC=2C(=C(C=CC2)C2=CC=CC=C2)Cl)Cl)NCN2C(CCC2)=O ((2-(benzo[c][1,2,5]oxadiazol-5-ylmethoxy)-5-chloro-4-((2-chloro-[1,1'-biphenyl]-3-yl)methoxy)phenyl)amino)methylpyrrolidin-2-one hydrochloride